(S)-2-amino-4-(2-aminophenyl)-4-oxobutanoic acid N[C@H](C(=O)O)CC(=O)C1=C(C=CC=C1)N